C1(=CC=CC=C1)S(=O)(=O)O.C1(=CC=CC=C1)S(=O)(=O)O.CC=1NC=CN1 methylimidazole bisbenzenesulfonate